(1S,3R,4S,5R)-5-[[4-cyclopropyl-1-(2,6-dichlorophenyl)-1H-pyrazol-5-yl]methoxy]-3-methyl-2-azabicyclo[2.2.1]heptane, trifluoroacetic acid salt FC(C(=O)O)(F)F.C1(CC1)C=1C=NN(C1CO[C@H]1[C@@H]2[C@H](N[C@H](C1)C2)C)C2=C(C=CC=C2Cl)Cl